trans-4-((4-(4-((2,6-dioxopiperidin-3-yl)amino)-2-fluorophenyl)piperidin-1-yl)methyl)-4-hydroxycyclohexane-1-carboxylic acid O=C1NC(CCC1NC1=CC(=C(C=C1)C1CCN(CC1)CC1(CCC(CC1)C(=O)O)O)F)=O